(2R,6S)-4-(6-chloropyridazin-3-yl)-2,6-dimethylpiperazine-1-carboxylic acid tert-butyl ester C(C)(C)(C)OC(=O)N1[C@@H](CN(C[C@@H]1C)C=1N=NC(=CC1)Cl)C